4-fluoro-1-(5-((4-fluorobenzyl)oxy)pyrimidin-2-yl)-N-(4-methyl-1-azabicyclo[3.2.2]non-4-yl)piperidine-4-carboxamide FC1(CCN(CC1)C1=NC=C(C=N1)OCC1=CC=C(C=C1)F)C(=O)NC1(CCN2CCC1CC2)C